(R)-1-(2,5-difluoropyridin-3-yl)ethyl (4-(5-((S)-2,2-difluorocyclopropane-1-carboxamido)pyridin-2-yl)-1-methyl-1H-1,2,3-triazol-5-yl)carbamate FC1([C@@H](C1)C(=O)NC=1C=CC(=NC1)C=1N=NN(C1NC(O[C@H](C)C=1C(=NC=C(C1)F)F)=O)C)F